4-((4-methylpiperazin-1-yl)methyl)isoindoline hydrochloride Cl.CN1CCN(CC1)CC1=C2CNCC2=CC=C1